BrC1=CC2=C(CCCNC2=O)C=C1 8-bromo-2,3,4,5-tetrahydro-2-benzoazepin-1-one